C(C)C1(C(NC(C(C1C1=C(C=CC=C1)Cl)(C(=O)O)C)C)COCCN1N=NC(=C1)C1=CC(=CC=C1)OC(F)(F)F)C(=O)O 3-ethyl-5-methyl-4-(2-chlorophenyl)-6-methyl-2-((2-(4-(3-(trifluoromethoxy)phenyl)-1H-1,2,3-triazol-1-yl)ethoxy)methyl)-1,4-dihydropyridine-3,5-dicarboxylic acid